4-acetylamino-N-{4-[2-(4-chloro-3-fluorophenoxy)acetylamino]-3-hydroxybicyclo[2.2.2]Octane-1-yl}-1,3-dimethyl-1H-pyrazole-5-carboxamide C(C)(=O)NC=1C(=NN(C1C(=O)NC12CC(C(CC1)(CC2)NC(COC2=CC(=C(C=C2)Cl)F)=O)O)C)C